C(C)(C)(C)NC(=O)C=1C=C(C(=O)O)C=CC1 3-(tert-Butylcarbamoyl)benzoic acid